4-(6-chloro-1-(2-(trimethylsilyl)ethoxymethyl)-1H-pyrrolo[2,3-b]pyridin-4-yl)-3-methylmorpholine ClC1=CC(=C2C(=N1)N(C=C2)COCC[Si](C)(C)C)N2C(COCC2)C